C(C1=CC=CC=C1)SC=1C=NC=C(C1)C1CC1 3-(benzylthio)-5-cyclopropylpyridine